2-(hydroxymethyl)-5-methoxytetrahydro-2H-pyran OCC1OCC(CC1)OC